OCCOCCN1C2=C(OCC1=O)C=CC(=C2)C2=C(N=C1N2C=CC=N1)C1=CC(=NC=C1)C 4-(2-(2-Hydroxyethoxy)ethyl)-6-(2-(2-methylpyridin-4-yl)imidazo[1,2-a]pyrimidin-3-yl)-2H-benzo[b][1,4]oxazin-3(4H)-one